4-(4-fluorophenyl)-2-(((E)-(9-benzyl-1-isopropyl-beta-carbolin-3-yl)methylene)hydrazino)-2,3-dihydrothiazole FC1=CC=C(C=C1)C=1NC(SC1)N/N=C/C=1N=C(C=2N(C3=CC=CC=C3C2C1)CC1=CC=CC=C1)C(C)C